CC1=CC(N(C2=CC3=C(C=C12)/C(=C/C=C/C4=[N+](C5=C(C4(C)CCCC(=O)O)C=C(C=C5)S(=O)(=O)[O-])CCCS(=O)(=O)[O-])/C=C(O3)C(C)(C)C)CCCS(=O)(=O)[O-])(C)C.[Na+].[Na+] The molecule is an organic disodium salt having 2-{3-[2-tert-butyl-6,8,8-trimethyl-9-(3-sulfonatopropyl)-8,9-dihydropyrano[3,2-g]quinolin-1-ium-4-yl]prop-2-en-1-ylidene}-3-(3-carboxypropyl)-3-methyl-1-(3-sulfonatopropyl)indoline-5-sulfonate as the counterion. It has a role as a fluorochrome. It contains a DY-652(2-).